O=C1C=CC(=NN1)C(=O)O 6-oxo-1,6-dihydropyridazine-3-carboxylic acid